FC(CNC(C(=O)NC1=CNC2=CC=C(C=C12)C=1C=NN(C1)C1=CC=C(C=C1)CC)=O)F N-(2,2-difluoroethyl)-N'-{5-[1-(4-ethylphenyl)-1H-pyrazol-4-yl]-1H-indol-3-yl}ethanediamide